3-Bromo-10-hydroxy-4-methyl-4,10-dihydrobenzo[f]thieno[3,2-c][1,2]thiazepine 5,5-dioxide BrC1=CSC2=C1N(S(C1=C(C2O)C=CC=C1)(=O)=O)C